n-pentyl hexyl phthalate phthalate C(C=1C(C(=O)O)=CC=CC1)(=O)O.C(C=1C(C(=O)OCCCCCC)=CC=CC1)(=O)OCCCCC